BrC=1C=NC=2N(C=3C=CC(=CC3OC2C1)Br)CC1OC1 6,12-dibromo-2-(oxiran-2-ylmethyl)-9-oxa-2,4-diazatricyclo[8.4.0.0^{3,8}]tetradeca-1(10),3(8),4,6,11,13-hexaene